Tert-butyl 4-((4-bromo-4'-chloro-[1,1'-biphenyl]-2-yl)(hydroxy)methyl)piperidine-1-carboxylate BrC1=CC(=C(C=C1)C1=CC=C(C=C1)Cl)C(C1CCN(CC1)C(=O)OC(C)(C)C)O